(2S,4R)-1-[1-(4-Chlorophenyl)cyclopropanecarbonyl]-4-fluoro-N-[(1S)-1-(2-amino-2-oxo-ethyl)-3-pyrimidin-4-yl-prop-2-ynyl]pyrrolidine-2-carboxamide ClC1=CC=C(C=C1)C1(CC1)C(=O)N1[C@@H](C[C@H](C1)F)C(=O)N[C@H](C#CC1=NC=NC=C1)CC(=O)N